NC1=NC=CC=C1C1=NC=2C(=NC=C(C2)C=2C=NC=CC2)N1C1=CC=C(CNC(=O)C=2C=C(C=CC2)CCC(=O)O)C=C1 3-(3-((4-(2-(2-aminopyridin-3-yl)-6-(pyridin-3-yl)-3H-imidazo[4,5-b]pyridin-3-yl)benzyl)carbamoyl)phenyl)propanoic acid